methylpropanesulfonic acid potassium [K].CC(CC)S(=O)(=O)O